n-undecyl cyanoacrylate C(#N)C(C(=O)OCCCCCCCCCCC)=C